2-chloro-4-fluoro-5-(4,4,5,5-tetramethyl-1,3,2-dioxaborolan-2-yl)benzaldehyde oxime ClC1=C(C=NO)C=C(C(=C1)F)B1OC(C(O1)(C)C)(C)C